(3-methyl-4-(4-methylpiperazin-1-yl)phenyl)boronic acid pinacol ester CC=1C=C(C=CC1N1CCN(CC1)C)B1OC(C)(C)C(C)(C)O1